COC1=CC=C(C=N1)OCC(=O)NC12CC(C1)(C2)NC(C)=O N-(3-{2-[(6-methoxypyridin-3-yl)oxy]acetamido}bicyclo[1.1.1]pentan-1-yl)acetamide